FCCC1=CC=C(C=C1)C=1C=C(C(N(N1)C=1C=NC=CC1)=O)C(=O)N[C@@H](C(F)(F)F)CO 6-[4-(Fluoroethyl)phenyl]-3-oxo-2-(pyridin-3-yl)-N-[(2R)-1,1,1-trifluoro-3-hydroxypropan-2-yl]-2,3-dihydropyridazine-4-carboxamide